CC1(CCCC1)OC1=CC=C(C=C1)C=C 1-(1-methylcyclopentyloxy)-4-vinylbenzene